Cl.N[C@@H](C(=O)OC)CO methyl (2R)-2-amino-3-hydroxypropanoate hydrochloride